tert-butyl 4-[2-(methylsulfanyl)imidazo[4,3-f][1,2,4]triazin-7-yl]piperidine-1-carboxylate CSC1=NN2C(C=N1)=CN=C2C2CCN(CC2)C(=O)OC(C)(C)C